ClC1=NC(=NC(=C1OC(F)F)Cl)C(C)C 4,6-dichloro-5-(difluoromethoxy)-2-isopropylpyrimidine